1,1,1,3,5,7,9,9,9-nonamethyl-3,7-bis((trimethylsilyl)oxy)-5-vinylpentasiloxane C[Si](O[Si](O[Si](O[Si](O[Si](C)(C)C)(O[Si](C)(C)C)C)(C=C)C)(O[Si](C)(C)C)C)(C)C